ClC1=C(C=2N=C(N=C3C2C(=N1)OCCN3C3CC3)S(=O)C)F 5-chloro-10-cyclopropyl-4-fluoro-2-(methylsulfinyl)-9,10-dihydro-8H-7-oxa-1,3,6,10-tetraazacyclohepta[de]naphthalene